(1S,3S,4S)-2-(4,7-difluoro-1H-indole-2-carbonyl)-5,5-difluoro-N-((R,E)-4-fluoro-4-(methylsulfonyl)-1-((S)-2-oxopyrrolidin-3-yl)but-3-en-2-yl)-2-azabicyclo[2.2.2]octane-3-carboxamide FC1=C2C=C(NC2=C(C=C1)F)C(=O)N1[C@@H]2CC([C@H]([C@H]1C(=O)N[C@H](C[C@H]1C(NCC1)=O)\C=C(\S(=O)(=O)C)/F)CC2)(F)F